2-chloro-N-tetrahydrofuran-3-yl-5-(trifluoromethyl)pyrimidin-4-amine ClC1=NC=C(C(=N1)NC1COCC1)C(F)(F)F